CC(C)C1=C(C=CC(=C1)C(C)C)C1=C2C(=C(N=N1)N[C@H]1CN(CCC1)C)C=NC=C2 1-[2,4-bis(prop-2-yl)phenyl]-N-[(3R)-1-methylpiperidin-3-yl]pyrido[3,4-d]pyridazin-4-amine